CC(CC=C(C(=O)OCC(C)C)C(=O)OCC(C)C)C diisobutyl (3-methylbutylidene)malonate